(S)-isobutyl (2-((1-(5-(3-ethylphenyl)-1,2,4-oxadiazol-3-yl)ethyl)carbamoyl)-4-methoxypyridin-3-yl) carbonate C(OCC(C)C)(OC=1C(=NC=CC1OC)C(N[C@@H](C)C1=NOC(=N1)C1=CC(=CC=C1)CC)=O)=O